7-(4-(2,2-difluoroethoxy)-5-(piperidin-4-yl)-1H-benzo[d]imidazol-2-yl)-6-oxo-5,6-Dihydro-1H-pyrrolo[3,2-c]pyridine-3-carbonitrile FC(COC1=C(C=CC=2NC(=NC21)C2=C1C(=CNC2=O)C(=CN1)C#N)C1CCNCC1)F